Cl.FC1=CC=C(CCNCC(=O)OCC2=CC(=NC(=C2)Cl)Cl)C=C1 (2,6-Dichloropyridin-4-yl)methyl (4-fluorophenethyl)glycinate hydrochloride